methyl (S)-3-(9-((4-(((tert-butoxycarbonyl)amino)methyl)-2,6-dimethylphenyl)carbamoyl)-4,5-dihydrobenzo[b]thieno[2,3-d]oxepin-8-yl)-6-(2-carbamoylpyrrolidine-1-carbonyl)picolinate C(C)(C)(C)OC(=O)NCC1=CC(=C(C(=C1)C)NC(=O)C1=CC2=C(OCCC3=C2SC=C3)C=C1C=1C(=NC(=CC1)C(=O)N1[C@@H](CCC1)C(N)=O)C(=O)OC)C